1-(tert-butyl)-3-(4-cyclobutyl-5-(4-fluorophenyl)-1-methyl-1H-pyrazol-3-yl)urea C(C)(C)(C)NC(=O)NC1=NN(C(=C1C1CCC1)C1=CC=C(C=C1)F)C